(3S)-3-[1-Oxo-5-(piperazin-1-yl)-1,3-dihydro-2H-isoindol-2-yl]piperidine O=C1N(CC2=CC(=CC=C12)N1CCNCC1)[C@@H]1CNCCC1